OC(CC1=NNC(O1)=O)CNC1=CC=C(C=C1)C 5-[2-hydroxy-3-(p-toluylamino)propyl]-1,3,4-oxadiazol-2(3H)-one